8-Chloro-6-methyl-quinoline ClC=1C=C(C=C2C=CC=NC12)C